[Cl-].C[N+](C)(CCCCCCCCCCCCCCCC)CC=C N,N-dimethylallyl-cetyl-ammonium chloride